1-(4-(5-chloro-7-fluoro-6-(5-hydroxy-2-methylphenyl)-2,1-benzothiazol-3-yl)-1-piperazinyl)-2-propen-1-one ClC=1C(=C(C=2C(=C(SN2)N2CCN(CC2)C(C=C)=O)C1)F)C1=C(C=CC(=C1)O)C